ClC1=NC2=CC=C(C=C2C(=N1)C1=CC=CC2=CC=CC=C12)C1=CC=CC=C1 2-chloro-4-(naphthalen-1-yl)-6-phenylquinazoline